BrC1=CC=C(C=C1)C(CCC(=O)N)=O [2-(4-bromophenyl)-2-oxoethyl]acetamide